(2R,4R)-4-(iodomethyl)-4-methyl-5-oxo-2-phenyloxazolidine-3-carboxylic acid benzyl ester C(C1=CC=CC=C1)OC(=O)N1[C@H](OC([C@]1(C)CI)=O)C1=CC=CC=C1